Diazasilane N[SiH2]N